lanthanum oxysulphide O=S.[La]